BrC1=C(N=C2N1C=C(C=C2)Br)C2=CC=CC=C2 3,6-dibromo-2-phenylimidazo[1,2-a]pyridine